N-benzylthietane-2-carboxamide 1,1-dioxide C(C1=CC=CC=C1)NC(=O)C1S(CC1)(=O)=O